2-ethyl-2H-1,2,3-triazol-4-amine C(C)N1N=CC(=N1)N